2,3,5-trimethyl-4-(2-phenylethoxy)benzoic acid CC1=C(C(=O)O)C=C(C(=C1C)OCCC1=CC=CC=C1)C